(5s,7s)-2-[cyclopropyl-(fluoro)methyl]-7-fluoro-5-phenyl-6,7-dihydro-5H-pyrrolo[1,2-b][1,2,4]triazole C1(CC1)C(C=1N=C2N(N1)[C@@H](C[C@@H]2F)C2=CC=CC=C2)F